2-(4-(aminomethyl)-3-(difluoromethyl)phenyl)-N-(3-(piperidin-1-yl)propyl)benzo[d]imidazo[2,1-b]thiazole-7-carboxamide NCC1=C(C=C(C=C1)C=1N=C2SC3=C(N2C1)C=CC(=C3)C(=O)NCCCN3CCCCC3)C(F)F